ClC1=C(C(=O)O)C(=CC(=C1)C1=CC=CC=C1)Cl 2,6-dichloro-4-phenyl-benzoic acid